cobalt (II) 2,2,2-trifluoroethyl fluorophosphate P(=O)(OCC(F)(F)F)([O-])F.[Co+2].FC(COP(=O)([O-])F)(F)F